Cl.Cl.N(=NC(C(=N)N)(C)C)C(C(=N)N)(C)C azo-bis-isobutyramidine 2HCl